C(CCCCCCCCCCCCCCCCC)C(=O)CCCCCCCCCCCCCC Myristyl Stearyl Ketone